fumaric acid (dimethyl fumarate) C\C(=C(/C(=O)O)\C)\C(=O)O.C(\C=C\C(=O)O)(=O)O